C(C1=CC=CC=C1)OC[C@H](COC=1C(=C(SC1)C(=O)OC)[N+](=O)[O-])OS(=O)(=O)C1=CC=C(C)C=C1 methyl (R)-4-(3-(benzyloxy)-2-(tosyloxy)propoxy)-3-nitrothiophene-2-carboxylate